(3R)-3-{[2-(1-methyl-1H-pyrazol-5-yl)[1,2,4]triazolo[1,5-c]quinazolin-5-yl]amino}azepan-2-one CN1N=CC=C1C1=NN2C(=NC=3C=CC=CC3C2=N1)N[C@H]1C(NCCCC1)=O